8-(4-tert-butylphenyl)-6-oxo-2H,3H,4H,6H-pyrido[2,1-b][1,3]thiazine-7-carbonitrile C(C)(C)(C)C1=CC=C(C=C1)C=1C=C2SCCCN2C(C1C#N)=O